ClC1=C2C=C(NC2=CC=C1Cl)C(=O)N1CC(N(CC1)C(C)C)=O 4-[(4,5-dichloro-1H-indol-2-yl)carbonyl]-1-(1-methylethyl)-2-piperazinone